P(=O)(OC1=CC=CC=C1)(OC1=CC=CC=C1)OCCOC(C(=C)C)=O diphenyl (2-methacryloyloxy ethyl) phosphate